4-((4-(1-((5,6-bis(benzyloxy)pyrimidin-4-yl)methyl)-3-isopropyl-2-oxoimidazol-4-yl)phenyl)ethynyl)benzaldehyde C(C1=CC=CC=C1)OC=1C(=NC=NC1OCC1=CC=CC=C1)CN1C(N(C(=C1)C1=CC=C(C=C1)C#CC1=CC=C(C=O)C=C1)C(C)C)=O